C(C)(=O)N1CCC(CC1)NC1=NC=C(C(=N1)C=1C=C(C(=O)N2CCC(CC2)(O)CNC(OC(C)(C)C)=O)C=CC1)F tert-butyl ((1-(3-(2-((1-acetylpiperidin-4-yl)amino)-5-fluoropyrimidin-4-yl)benzoyl)-4-hydroxypiperidin-4-yl)methyl)carbamate